Cl.FC1=CC=C(C=C1)NC(=O)C1(CC1)C(=O)NC1=CC=C(C=C1)OC1=CC=NC2=CC(=CC=C12)C=1C=NN(C1)C(C)C 1-N'-(4-Fluorophenyl)-1-N-[4-[7-(1-propan-2-ylpyrazol-4-yl)quinolin-4-yl]oxyphenyl]cyclopropane-1,1-dicarboxamide hydrochloride